10-iodo-3-methyl-5,8-dihydropyrimido[5',4':4,5]pyrano[3,2-f]indazole IC1=NNC=2C=C3C(=CC12)C1=C(CO3)N=C(N=C1)C